C(#N)C=1C=C(OC2=CC=C(C=C2)C2(C=3C=CC=CC3C(C3=CC=CC=C23)=O)C2=CC=C(C=C2)OC2=CC(=C(C=C2)C#N)C#N)C=CC1C#N 10,10-bis[4-(3,4-dicyanophenoxy)phenyl]-9(10H)-anthrone